OC(=O)O.P(O)(O)(O)=O phosphoric acid, hydroxycarboxylic acid salt